5-fluoro-4-(3-fluoro-4-(2-methylpyrrolidine-1-yl)phenyl)thiazole-2-amine FC1=C(N=C(S1)N)C1=CC(=C(C=C1)N1C(CCC1)C)F